2-chloro-7-methyl-9-(4-(5-methyl-3-(trifluoromethyl)-1H-pyrazol-1-yl)benzyl)-7,9-dihydro-8H-purin-8-imine ClC1=NC=C2N(C(N(C2=N1)CC1=CC=C(C=C1)N1N=C(C=C1C)C(F)(F)F)=N)C